4,6-dimethyl-2-(4,4,5,5-tetramethyl-1,3,2-dioxaborolan-2-yl)pyrazolo[1,5-a]pyrazine CC=1C=2N(C=C(N1)C)N=C(C2)B2OC(C(O2)(C)C)(C)C